2-meth-ylpyridine-3-boronic acid pinacol ester CC1=NC=CC=C1B1OC(C)(C)C(C)(C)O1